tert-butyl ((1r,3r)-3-(4-(2-(4-((5-(5-methyl-1,3,4-oxadiazol-2-yl)oxazol-2-yl)oxy) phenyl)propan-2-yl)phenoxy)cyclobutyl)carbamate CC1=NN=C(O1)C1=CN=C(O1)OC1=CC=C(C=C1)C(C)(C)C1=CC=C(OC2CC(C2)NC(OC(C)(C)C)=O)C=C1